2-ethylbutyl 2-cyano-2-(3-(4-ethylpiperazin-1-yl) quinoxalin-2-yl)acetate C(#N)C(C(=O)OCC(CC)CC)C1=NC2=CC=CC=C2N=C1N1CCN(CC1)CC